Methyl 2-(2-fluoro-6-methyl-5,6-dihydrophenanthridin-6-yl)acetate FC1=CC=2C3=CC=CC=C3C(NC2C=C1)(C)CC(=O)OC